bromostyrene-maleic anhydride BrC(=CC1=CC=CC=C1)/C/1=C/C(=O)OC1=O